2-(2,6-dimethyl-4-((3-methyl-5-oxo-1-phenyl-1,5-dihydro-4H-1,2,4-triazol-4-yl)methyl)phenoxy)-2-methylpropanoic acid ethyl ester C(C)OC(C(C)(C)OC1=C(C=C(C=C1C)CN1C(=NN(C1=O)C1=CC=CC=C1)C)C)=O